C1(=CC=CC=C1)C(C(=O)O)(CC1=CC=CC=C1)C1=CC=CC=C1 diphenylbenzyl-acetic acid